NCC(=O)NC1=CC=C(C=C1)C1=C2C(=NC=3C=C4C(=CC13)OCO4)C4=CC1=C(C(N4C2)=O)COC([C@]1(O)CC)=O (S)-2-amino-N-(4-(7-ethyl-7-hydroxy-8,11-dioxo-7,8,11,13-tetrahydro-10H-[1,3]-dioxolo[4,5-g]pyrano[3',4':6,7]indolizino[1,2-B]quinolin-14-yl)phenyl)acetamide